[C@@H]12N(C[C@@H](CC1)C2)CC(=O)NC=2C=C(C(=NC2)C)C=2N1C(SC2C=2C=NN(C2)CCOC)=C(C=N1)C(=O)N (5-(2-((1R,4S)-2-azabicyclo[2.2.1]heptan-2-yl)acetamido)-2-methylpyridin-3-yl)-2-(1-(2-methoxyethyl)-1H-pyrazol-4-yl)pyrazolo[5,1-b]thiazole-7-carboxamide